(2S)-1-[2-[(3R)-3-[(3-chloro-5-quinolyl)amino]pyrrolidin-1-yl]acetyl]pyrrolidine-2-carbonitrile ClC=1C=NC2=CC=CC(=C2C1)N[C@H]1CN(CC1)CC(=O)N1[C@@H](CCC1)C#N